N=1C=CN2C1C=C(C=C2)C2=C(C=CC(=N2)C#N)C=2C=NN(C2)CC2(CC2)C(F)(F)F 6-imidazo[1,2-a]pyridin-7-yl-5-(1-{[1-(trifluoromethyl)cyclopropyl]methyl}-1H-pyrazol-4-yl)pyridine-2-carbonitrile